O(C1=CC=C(C=C1)COC)C1=CC=C(C=C1)COC 1,1'-oxybis[4-(methoxymethyl)benzene]